1-(1,3-Dimethyl-1H-pyrazol-4-yl)-7-methoxy-3-methyl-8-(1-methyl-1H-1,2,3-triazol-4-yl)-1,3-dihydroimidazo-[4,5-c]quinolin-2-one CN1N=C(C(=C1)N1C(N(C=2C=NC=3C=C(C(=CC3C21)C=2N=NN(C2)C)OC)C)=O)C